(4-(5-bromoimidazo[2,1-b][1,3,4]thiadiazol-2-yl)phenyl)(4-methylpiperazin-1-yl)methanone BrC1=CN=C2SC(=NN21)C2=CC=C(C=C2)C(=O)N2CCN(CC2)C